1-(4-(hydroxyamino)-6-isopropylpyrimidin-2-yl)-3-(4-(trifluoromethoxy)-phenyl)urea ONC1=NC(=NC(=C1)C(C)C)NC(=O)NC1=CC=C(C=C1)OC(F)(F)F